BrC1=C(C=C(OC[C@H](C(=O)O)O)C=C1)F (R)-3-(4-bromo-3-fluorophenoxy)-2-hydroxypropionic acid